5-((2R,6S)-2-methyl-6-(((S)-3-(piperidin-1-yl)pyrrolidin-1-yl)methyl)morpholino)quinoline-8-carbonitrile C[C@H]1O[C@H](CN(C1)C1=C2C=CC=NC2=C(C=C1)C#N)CN1C[C@H](CC1)N1CCCCC1